[Cl-].C(CCCCCCCCCCCCCCC)(=O)OCC[N+](CCOC(CCCCCCCCCCCCCCC)=O)(C)C N,N-bis(2-palmitoyloxyethyl)dimethyl-ammonium chloride